Cl.C(CCCCCC)C1OC2=CC(=CC=C2C(C1)NCC1=CC=C(C=C1)C(F)(F)F)OC 2-heptyl-4-(4-trifluoromethylbenzylamino)-7-methoxychroman hydrochloride